C1(=CC=CC=C1)C1=NC=CC(=C1N1C2=CC=C(C=C2C=2C=C(C=CC12)N1C2=CC=CC=C2C=2C=CC=CC12)N1C2=CC=CC=C2C=2C=CC=CC12)C1=CC=C(C=C1)C=1C=NC=CC1 9'-(2-phenyl-4-(4-(pyridin-3-yl)phenyl)pyridin-3-yl)-9'H-9,3':6',9''-tercarbazole